NC([C@H](C[C@H]1C(NCC1)=O)NC(=O)[C@@H]1[C@H]2C([C@H]2CN1C(=O)C=1NC2=CC=CC(=C2C1)OC)(C)C)=O (1R,2S,5S)-N-((S)-1-Amino-1-oxo-3-((S)-2-oxopyrrolidin-3-yl)propan-2-yl)-3-(4-methoxy-1H-indole-2-carbonyl)-6,6-dimethyl-3-azabicyclo[3.1.0]hexane-2-carboxamide